NC1=C(C(=C(C=C1)C1=C(C=CC=C1)C)C)N diamino-2,2'-dimethyl-1,1'-biphenyl